BrC=1C=C2C=NN(C2=C(C1)F)C1CC(C1)(O)C (cis)-3-(5-bromo-7-fluoro-1H-indazol-1-yl)-1-methylcyclobutanol